C(C)(C)(C)OC(NCCN1N=C2C3=C(CCC2=C1)OC(=C3C)C(NC[C@H]3OCOC3)=O)=O [2-(7-{[(2R)-1,4-Dioxolan-2-ylmethyl]carbamoyl}-8-methyl-4,5-dihydro-2H-furo[2,3-g]indazol-2-yl)ethyl]carbamic acid tert-butyl ester